C(C)OCOC1=C(C=CC(=C1)C#C)C1=NN=C(C=2CCCCC12)N[C@H]1CN(CCC1)C (R)-4-(2-(ethoxymethoxy)-4-ethynylphenyl)-N-(1-methylpiperidin-3-yl)-5,6,7,8-Tetrahydrophthalazin-1-amine